2,7-bis(4-(4,6-diphenyl-1,3,5-triazin-2-yl)phenyl)naphthalene C1(=CC=CC=C1)C1=NC(=NC(=N1)C1=CC=CC=C1)C1=CC=C(C=C1)C1=CC2=CC(=CC=C2C=C1)C1=CC=C(C=C1)C1=NC(=NC(=N1)C1=CC=CC=C1)C1=CC=CC=C1